2-(4-cyclopropyl-6-methoxypyrimidin-5-yl)-8-(2,4-dimethoxybenzyl)pteridin-7(8H)-one C1(CC1)C1=NC=NC(=C1C1=NC=2N(C(C=NC2C=N1)=O)CC1=C(C=C(C=C1)OC)OC)OC